[Re+2].CN(C)CCCNC(C(=C)C)=O N-[3-(N,N-dimethylamino)propyl]Methacrylamide rhenium (II)